2-(2-methyl-3-(pyridin-4-ylamino)phenyl)-5-(pyridin-4-ylamino)isoindolin-1-one CC1=C(C=CC=C1NC1=CC=NC=C1)N1C(C2=CC=C(C=C2C1)NC1=CC=NC=C1)=O